N-(4-(4-chlorophenyl)pyridin-3-yl)-2-(cyclopropanecarboxamido)isonicotinamide ClC1=CC=C(C=C1)C1=C(C=NC=C1)NC(C1=CC(=NC=C1)NC(=O)C1CC1)=O